1-(6-chloro-3-formyl-2-pyridyl)-5-methyl-pyrazole-3-carbonitrile ClC1=CC=C(C(=N1)N1N=C(C=C1C)C#N)C=O